[Cl-].C(CCCCCCC\C=C/CCCCCCCC)[NH3+] Oleylammonium Chloride